NC=1C=C(C=CC1)NC1=CC(=NC=C1)NC(OC(C)(C)C)=O tert-butyl (4-((3-aminophenyl)amino)pyridin-2-yl)carbamate